[Cl-].[Cl-].C(C)#N.C(C)#N.[Pd+2] palladium (II) bis(acetonitrile) dichloride